(R)-N-((3-cyano-4-((4-(3-(difluoromethoxy)azetidin-1-yl)-1-((4-fluorophenyl)thio)butan-2-yl)amino)-5-fluorophenyl)sulfonyl)-1-methoxycyclohexane-1-carboxamide C(#N)C=1C=C(C=C(C1N[C@@H](CSC1=CC=C(C=C1)F)CCN1CC(C1)OC(F)F)F)S(=O)(=O)NC(=O)C1(CCCCC1)OC